(RS)-2-{4-[(2-oxocyclopentyl)methyl]phenyl}propanoic acid O=C1C(CCC1)CC1=CC=C(C=C1)[C@H](C(=O)O)C |r|